(2-chloro-4-((4-(4-(trifluoromethyl)piperidin-1-yl)phenyl)amino)benzyl)-5-oxopyrrolidine-3-carboxamide ClC1=C(CN2CC(CC2=O)C(=O)N)C=CC(=C1)NC1=CC=C(C=C1)N1CCC(CC1)C(F)(F)F